(R)-8-cyclopentyl-2-{{2-[2-(4,4-difluoropiperidin-1-yl)acetyl]-7-methoxy-1,2,3,4-tetrahydroisoquinolin-6-yl}amino}-7-ethyl-5-methyl-7,8-dihydropterin C1(CCCC1)N1C(CN(C=2C(N[C@](NC12)(N)NC=1C=C2CCN(CC2=CC1OC)C(CN1CCC(CC1)(F)F)=O)=O)C)CC